2-(2-(3-aminopyrrolidin-1-yl)-6-methylpyrimidin-4-yl)-4-(2-fluoro-6-methoxy-4-methylphenyl)-2,3-dihydro-1H-pyrrolo[3,4-c]pyridin-1-one NC1CN(CC1)C1=NC(=CC(=N1)N1CC=2C(=NC=CC2C1=O)C1=C(C=C(C=C1OC)C)F)C